C(C=CCC=CCC=CCC=CCC=CCCCCC)(=O)O 2,5,8,11,14-eicosapentaenoic acid